BrC1=CC=CC(=N1)OCC1=C(C=C(C=C1)C(F)(F)F)CCCO[Si](C)(C)C(C)(C)C 3-[2-[(6-Bromo-2-pyridyl)oxymethyl]-5-(trifluoromethyl)phenyl]propoxy-tert-butyl-dimethyl-silane